FC1=C(COC2=CC=CC(=N2)C=2CCN(CC2)CC2=NC3=C(N2C[C@H]2OCC2)C=C(C=C3)C(=O)O)C=CC(=C1)C(CC)=O (S)-2-((6-((2-fluoro-4-propionylbenzyl)oxy)-3',6'-Dihydro-[2,4'-bipyridyl]-1'(2'H)-yl)methyl)-1-(oxetan-2-ylmethyl)-1H-benzo[d]Imidazole-6-carboxylic acid